tert-butyl 2-(1-benzylpyrrolidin-3-yl)-4-(dimethylamino)-6,8-dihydro-5H-pyrido[3,4-d]pyrimidine-7-carboxylate C(C1=CC=CC=C1)N1CC(CC1)C=1N=C(C2=C(N1)CN(CC2)C(=O)OC(C)(C)C)N(C)C